(2R,6S)-N-{2-[(4-chlorophenyl)methyl]-2-azaspiro[3.3]heptan-6-yl}-2,6-dimethyl-4-[5-(trifluoromethyl)pyrimidin-2-yl]piperazine-1-carboxamide ClC1=CC=C(C=C1)CN1CC2(C1)CC(C2)NC(=O)N2[C@@H](CN(C[C@@H]2C)C2=NC=C(C=N2)C(F)(F)F)C